2-((6aR,8S)-8-((5-(piperidin-4-yl)pyrimidin-2-yl)oxy)-5,6,6a,7,8,9-hexahydro-pyrrolo[1',2':4,5]pyrazino[2,3-c]pyridazin-2-yl)phenol N1CCC(CC1)C=1C=NC(=NC1)O[C@H]1C[C@H]2N(C=3C(=NN=C(C3)C3=C(C=CC=C3)O)NC2)C1